(R)-N-(3-(1-(2-fluoro-2-methylpropyl)-1H-pyrazolo[4,3-c]pyridin-6-yl)-1H-pyrazol-4-yl)-7-hydroxy-7-(trifluoromethyl)-4-azaspiro[2.5]octane-4-carboxamide FC(CN1N=CC=2C=NC(=CC21)C2=NNC=C2NC(=O)N2C1(CC1)C[C@](CC2)(C(F)(F)F)O)(C)C